C(C)(C)(C)OC(=O)N1C(C(CCC1=O)N1C(C2=CC=CC(=C2C1)N(C)CCCCCC(=O)OC(C)(C)C)=O)=O 3-(4-((6-(tert-butoxy)-6-oxohexyl)(methyl)amino)-1-oxoisoindolin-2-yl)-2,6-dioxopiperidine-1-carboxylic acid tert-butyl ester